ClS(=O)(=O)C=1C(=CSC1C)C(=O)OC methyl 4-(chlorosulfonyl)-5-methylthiophene-3-carboxylate